benzyl 4-hydroxy-6-methoxy-2,3-dimethylbenzoate OC1=C(C(=C(C(=O)OCC2=CC=CC=C2)C(=C1)OC)C)C